(2S)-2-((S)-4,4-difluoro-3-(6-oxo-1,6-dihydropyridin-3-yl)piperidin-1-yl)-N-(5-(3,5-difluorophenyl)-6,7-dihydro-5H-pyrrolo[1,2-a]imidazol-2-yl)propanamide FC1([C@H](CN(CC1)[C@H](C(=O)NC=1N=C2N(C1)C(CC2)C2=CC(=CC(=C2)F)F)C)C2=CNC(C=C2)=O)F